5-chloro-4-(isoquinolin-7-yl)-N-(4-morpholinylphenyl)pyrimidin-2-amine ClC=1C(=NC(=NC1)NC1=CC=C(C=C1)N1CCOCC1)C1=CC=C2C=CN=CC2=C1